NCCC(=O)[O-].[Ca+2].C(C)(=O)NC(C1=CC=CC=C1)(C1=CC=CC=C1)NC(C)=O.NCCC(=O)[O-] diacetamidodiphenyl-methane calcium β-aminopropionate